CC(C(=O)C(O)(C[N+](C)(C)C)CC([O-])=O)CCCC(C)C 2,6-dimethyl-heptanoyl-carnitine